4-({(1R)-2-[5-(2-fluoro-3-methoxyphenyl)-3-{[2-fluoro-6-(trifluoromethyl)phenyl]methyl}-4-methyl-2,6-dioxo-3,6-dihydropyrimidin-1(2H)-yl]-1-phenylethyl}amino)butanoate FC1=C(C=CC=C1OC)C1=C(N(C(N(C1=O)C[C@@H](C1=CC=CC=C1)NCCCC(=O)[O-])=O)CC1=C(C=CC=C1C(F)(F)F)F)C